N-[(5-Chlorothiophen-2-yl)methyl]-3-[1-(morpholin-4-carbonyl)piperidin-4-yl]-1H-pyrazol-5-amin ClC1=CC=C(S1)CNC1=CC(=NN1)C1CCN(CC1)C(=O)N1CCOCC1